CC1=CC=C(C=C1)S(=O)(=O)OCCCCC#CC1=CC(=CC(=C1)CCCCCCCCCCCCCCC)OCC(CCCC)CC 6-(3-((2-ethylhexyl)oxy)-5-pentadecylphenyl)hex-5-yn-1-yl 4-methylbenzenesulfonate